C(#N)C1=CC(=CC=2N=C(OC21)C=2C(=C(C=CC2)C2=C(C(=CC=C2)C=2OC1=C(N2)C=C(C(=C1)OC(F)F)CN1[C@@H](CCC1)C(=O)OC)C)C)CO methyl ((2-(3'-(7-cyano-5-(hydroxymethyl)benzo[d]oxazol-2-yl)-2,2'-dimethyl-[1,1'-biphenyl]-3-yl)-6-(difluoromethoxy)benzo[d]oxazol-5-yl)methyl)-L-prolinate